1-cyclohexanediglycidyl ether C12(CCCCC1)C1C(COCC3C2O3)O1